3-(3,3-difluorocyclobutyl)-1-(2-(2-methoxyphenyl)-2-((tetrahydro-2H-pyran-4-yl)oxy)ethyl)-5-methyl-6-(oxazol-2-yl)thieno[2,3-d]pyrimidine-2,4(1H,3H)-dione FC1(CC(C1)N1C(N(C2=C(C1=O)C(=C(S2)C=2OC=CN2)C)CC(OC2CCOCC2)C2=C(C=CC=C2)OC)=O)F